S1N=NC2=C1C=CC(=C2)C2=C(N=C1N2CCN1C(C)=O)C1=NC(=CC=C1)C 1-(5-(benzo[d][1,2,3]thiadiazol-5-yl)-6-(6-methylpyridin-2-yl)-2,3-dihydro-1H-imidazo[1,2-a]imidazol-1-yl)ethan-1-one